N(=[N+]=[N-])N[C@@H](CCC)C(=O)O azido-L-norvaline